2-(5-methoxy-2-(1-methyl-1H-pyrazol-4-yl)-4-nitrophenyl)octahydropyrrolo[3,4-c]pyrrole hydrochloride Cl.COC=1C(=CC(=C(C1)N1CC2CNCC2C1)C=1C=NN(C1)C)[N+](=O)[O-]